FC(C(=O)N1CC(C1)C1=NN(C=2N=CC=C(C21)C#N)C2=CC=C(C=C2)OC(F)(F)F)=C 3-(1-(2-fluoroacryloyl)azetidin-3-yl)-1-(4-(trifluoromethoxy)phenyl)-1H-pyrazolo[3,4-b]pyridine-4-carbonitrile